CC(=CCN1[C@@H](CCN2C1=NC(=CC2=O)N2[C@@H](COCC2)C)C(F)(F)F)C (S)-9-(3-Methyl-but-2-enyl)-2-((R)-3-methyl-morpholin-4-yl)-8-trifluoromethyl-6,7,8,9-tetrahydro-pyrimido[1,2-a]-pyrimidin-4-one